F[C@@H]1[C@@H]2CCC[C@H](C[C@H]1N(C1=CN=C(N=N1)C=1C(=CC(=NC1)N1C=NC=C1)O)C)N2 5-(6-(((1S,2R,3R,5R)-2-fluoro-9-azabicyclo[3.3.1]nonan-3-yl)(methyl)amino)-1,2,4-triazin-3-yl)-2-(1H-imidazol-1-yl)pyridin-4-ol